4-(1-(tert-butyl)-3-(4-chloro-3-fluorophenyl)-1H-pyrrolo[2,3-b]pyridine-6-carbonyl)-1,3,3-trimethyl-piperazin-2-one C(C)(C)(C)N1C=C(C=2C1=NC(=CC2)C(=O)N2C(C(N(CC2)C)=O)(C)C)C2=CC(=C(C=C2)Cl)F